(S)-(1-(4-fluorophenyl)-3,4-dihydroisoquinolin-2(1H)-yl)(8-methyl-1,8-diazaspiro[4.5]decan-1-yl)methanone FC1=CC=C(C=C1)[C@@H]1N(CCC2=CC=CC=C12)C(=O)N1CCCC12CCN(CC2)C